2-[[1-(2-Amino-2-oxo-ethyl)-4-methyl-pyrazol-3-yl]amino]-N-(5-methyl-1-tetrahydropyran-2-yl-indazol-4-yl)thiazole-5-carboxamide NC(CN1N=C(C(=C1)C)NC=1SC(=CN1)C(=O)NC1=C2C=NN(C2=CC=C1C)C1OCCCC1)=O